C(C)(C)(C)OC(=O)O[C@H]1C([C@@H](O[C@@H]1CO)N1C(N=C(C=C1)NC(OC(C)(C)C)=O)=O)(F)F tert-butyl (1-((2R,4R,5R)-4-((tert-butoxycarbonyl)oxy)-3,3-difluoro-5-(hydroxymethyl)tetrahydrofuran-2-yl)-2-oxo-1,2-dihydropyrimidin-4-yl)carbamate